CN(C(C[C@@H](N)C(=O)[O-])=O)C N4,N4-dimethyl-D-asparaginate